N1=C2C(=CC=C1)C(CC2)=O 7H-cyclopenta[b]pyridin-5-one